4-bromo-7-iodo-2-{[2-(trimethylsilyl)ethoxy]methyl}-2H-indazole BrC=1C2=CN(N=C2C(=CC1)I)COCC[Si](C)(C)C